C1(=CC=CC=C1)COC(=O)C1=CC2=CC(=CC=C2C=C1OCC1=CC=CC=C1)Br 3-(Phenylmethoxy)-7-bromonaphthalene-2-carboxylic acid phenylmethyl ester